ClC1=C(C=CC(=C1)Cl)C=1CCCC2=C(C1C1=CC=C(C=C1)CC1CN(C1)CCCF)C=CC(=C2OC)C(=O)O 8-(2,4-dichlorophenyl)-9-(4-((1-(3-fluoropropyl)azetidin-3-yl)methyl)phenyl)-4-methoxy-6,7-dihydro-5H-benzo[7]annulene-3-carboxylic acid